(butoxycarbonyl)piperidine-2-carboxylic acid C(CCC)OC(=O)N1C(CCCC1)C(=O)O